O1N=CC(=C1)C1=CC=C(C=O)C=C1 4-(isoxazol-4-yl)benzaldehyde